FC=1C=C(C=C(C1N1CCN(CC1)C1COC1)F)N1C(O[C@@H](C1)CNC(CO)=O)=O (R)-N-((3-(3,5-difluoro-4-(4-(oxetan-3-yl)piperazin-1-yl)phenyl)-2-oxooxazolidin-5-yl)methyl)-2-hydroxyacetamide